CC1=NC(=CC=C1S(=O)(=O)N1CC2(C1)CN(C2)CC2CCOCC2)C2(CC2)C(F)(F)F 2-[[2-methyl-6-[1-(trifluoromethyl)cyclopropyl]-3-pyridyl]sulfonyl]-6-(tetrahydropyran-4-ylmethyl)-2,6-diazaspiro[3.3]heptane